FC1=CC=CC2=C1SC=C2N 7-fluorobenzo[b]thiophen-3-amine